(R)-3-(2-fluoro-5-methoxy-4-(piperazin-1-yl)phenyl)-10-methyl-9,10,11,12-tetrahydro-8H-[1,4]diazepino[5',6':4,5]thieno[3,2-f]quinolin-8-one FC1=C(C=C(C(=C1)N1CCNCC1)OC)C1=NC=2C=CC3=C(C2C=C1)C1=C(S3)C(N[C@@H](CN1)C)=O